tert-Butyl (6-(6-(bis(tert-butoxycarbonyl)amino)pyrazin-2-yl)imidazo[1,2-a]pyrazin-8-yl)(4-(4-(oxetan-3-yl)piperazin-1-yl)phenyl)carbamate C(C)(C)(C)OC(=O)N(C1=CN=CC(=N1)C=1N=C(C=2N(C1)C=CN2)N(C(OC(C)(C)C)=O)C2=CC=C(C=C2)N2CCN(CC2)C2COC2)C(=O)OC(C)(C)C